sodium 8-chloro-[1,2,4]triazolo[4,3-a]pyridin-7-thiolate ClC=1C=2N(C=CC1[S-])C=NN2.[Na+]